(2S,4S)-1-((4-(4-fluorophenoxy)benzoyl)glycyl)-4-(trifluoromethyl)pyrrolidine-2-carboxylic acid FC1=CC=C(OC2=CC=C(C(=O)NCC(=O)N3[C@@H](C[C@@H](C3)C(F)(F)F)C(=O)O)C=C2)C=C1